2-{3,3-dimethyl-2-oxa-8-azaspiro[4.5]decan-8-yl}aniline CC1(OCC2(C1)CCN(CC2)C2=C(N)C=CC=C2)C